(1-(6-aminopyridin-2-yl)-5-oxopyrrolidin-3-yl)carbamic acid tert-butyl ester C(C)(C)(C)OC(NC1CN(C(C1)=O)C1=NC(=CC=C1)N)=O